ethyl 2-(3-(4-(2-(3,8-diazabicyclo[3.2.1]octan-8-yl)pyrimidin-5-yl)piperidin-1-yl)isoxazol-5-yl)-3-methylbutanoate C12CNCC(CC1)N2C2=NC=C(C=N2)C2CCN(CC2)C2=NOC(=C2)C(C(=O)OCC)C(C)C